ethyl 5-cyclopropyl-1-[4-(difluoromethoxy) phenyl]-3-methyl-pyrazole-4-carboxylate C1(CC1)C1=C(C(=NN1C1=CC=C(C=C1)OC(F)F)C)C(=O)OCC